Fluoromethyl-lauric acid FCC(C(=O)O)CCCCCCCCCC